COC(CCCCCOCC(COCCCCCCCCC1C(C1)CC1C(C1)CCCCC)N(C)C)=O methyl-6-(2-(dimethylamino)-3-((8-(2-((2-pentylcyclopropyl)methyl)cyclopropyl)octyl)oxy)propoxy)hexanoate